(2E,4E,6E,8E,10E)-2,6,11-trimethyldodeca-2,4,6,8,10-pentaenedial C/C(/C=O)=C\C=C\C(=C\C=C\C=C(\C=O)/C)\C